S(C1=CC=C(C=C1)O)C1=CC=C(C=C1)O 4,4'-thiodiphenol